2-(hydroxymethyl)pyrazolo[1,5-a]quinazolin-5(4H)-one OCC1=NN2C(NC(C3=CC=CC=C23)=O)=C1